C12(CC3CC(CC(C1)C3)C2)CNC(=O)C=2C=C3C=CN(C3=CC2)CC2=CC(=C(C(=O)O)C=C2)OC 4-((5-((((3r,5r,7r)-adamantan-1-yl)methyl)carbamoyl)-1H-indol-1-yl)methyl)-2-methoxybenzoic acid